tert-butyl N-(3-bromo-6-chloropyrazin-2-yl)-N-[(tert-butoxy)carbonyl]carbamate BrC=1C(=NC(=CN1)Cl)N(C(OC(C)(C)C)=O)C(=O)OC(C)(C)C